C(C=C)(=O)N1CC(C1)CN1C(C(N(C2=CC(=C(C=C12)Cl)C1=C(C=CC(=C1)C(F)(F)F)O)C1=C(C=CC=C1C)C(C)C)=O)=O 1-((1-acryloylazetidin-3-yl)methyl)-7-chloro-6-(2-hydroxy-5-(trifluoromethyl)phenyl)-4-(2-isopropyl-6-methylphenyl)-1,4-dihydroquinoxaline-2,3-dione